N1=C(C=CC=C1)[C@H](C)NC(=O)[C@H]1CN(CC[C@@H]1NC(=O)C1=NOC(=C1)C1=C(C=C(C=C1)F)F)C1CCCC1 (3S,4S)-1-cyclopentyl-4-{[5-(2,4-difluoro-phenyl)-isoxazole-3-carbonyl]-amino}-piperidine-3-carboxylic acid ((1S)-1-pyridin-2-yl-ethyl)-amide